(R)-tert-butyl 3-((S)-1-(tert-butoxy)-3-(3-(((1,3-dioxoisoindol-2-yl)oxy)methyl)-2,4-difluorophenyl)-1-oxopropan-2-yl)pyrrolidine-1-carboxylate C(C)(C)(C)OC([C@@H](CC1=C(C(=C(C=C1)F)CON1C(C2=CC=CC=C2C1=O)=O)F)[C@@H]1CN(CC1)C(=O)OC(C)(C)C)=O